C(C)(C)[C@H]1CN(CCN1CC1CCOCC1)CC=1C=CC2=C(C(=NO2)N2C(NC(CC2)=O)=O)C1 (S)-1-(5-((3-isopropyl-4-((tetrahydro-2H-pyran-4-yl)methyl)piperazin-1-yl)methyl)benzo[d]isoxazol-3-yl)dihydropyrimidine-2,4(1H,3H)-dione